4,4'-biphenyldiformyl dichloride C1(=CC=C(C=C1)C(=O)Cl)C1=CC=C(C=C1)C(=O)Cl